2-methoxy-5-((2-(1-((2-(trimethylsilyl)ethoxy)methyl)-1H-pyrazol-5-yl)pyridin-3-yl)methoxy)isonicotinaldehyde COC=1C=C(C=O)C(=CN1)OCC=1C(=NC=CC1)C1=CC=NN1COCC[Si](C)(C)C